CP(C1=CC=C(C=C1)C1=CN=C2C(=N1)N(N=N2)CC=2C=C1C=CC=NC1=CC2)(C)=O Dimethyl(4-(1-(quinolin-6-ylmethyl)-1H-[1,2,3]triazolo[4,5-b]pyrazin-6-yl)phenyl)phosphine oxide